5-(3-(benzyloxy)-4-methoxyphenyl)-4-(3,4,5-trimethoxyphenyl)pyrimidine C(C1=CC=CC=C1)OC=1C=C(C=CC1OC)C=1C(=NC=NC1)C1=CC(=C(C(=C1)OC)OC)OC